OCC1C(C1)C(=O)N(C)C 2-(hydroxymethyl)-N,N-dimethylcyclopropane-1-carboxamide